2-[(3R)-3-({1-[2-(difluoromethoxy)-4-(trifluoromethyl)phenyl]pyrido[3,4-d]pyridazin-4-yl}amino)piperidin-1-yl]ethan-1-ol formate C(=O)OCCN1C[C@@H](CCC1)NC=1N=NC(=C2C1C=NC=C2)C2=C(C=C(C=C2)C(F)(F)F)OC(F)F